fluoro-decanoic acid FC(C(=O)O)CCCCCCCC